C1(CC1)COC(C(N1C(C=CC=C1)=O)C1=CC=C(C=C1)F)C1=CC=C(C#N)C=C1 4-[1-Cyclopropylmethoxy-2-(4-fluorophenyl)-2-(2-oxo-2H-pyridin-1-yl)ethyl]benzonitrile